ClC1=CC=C(C=C1)C(C(=O)N)=C 2-(4-chlorophenyl)acrylamide